FC(O[Si](OC(F)(F)F)(OC(F)(F)F)C(C(C(C(C(C(C(C(C(C(F)(F)F)(F)F)(F)F)(F)F)(F)F)(F)F)(F)F)(F)F)(F)F)(F)F)(F)F Perfluoro-decyltrimethoxysilane